C(C)(C)(C)OC(N[C@@H](CC1=CC=C(C=C1)OCCOCCOCCOCC)CO)=O tert-butyl-[(2S)-1-(4-{2-[2-(2-ethoxyethoxy)ethoxy]ethoxy}phenyl)-3-hydroxypropan-2-yl]carbamate